The molecule is an alpha,beta-unsaturated monocarboxylic acid and a cyclohexenecarboxylic acid. It has a role as an antineoplastic agent, a human metabolite and a mouse metabolite. It is a conjugate acid of a perillate. CC(=C)C1CCC(=CC1)C(=O)O